N-(3-((5-chloro-2-((2-ethyl-4-(4-methylpiperazin-1-yl)phenyl)amino)pyridin-4-yl)amino)propyl)cyclobutanecarboxamide ClC=1C(=CC(=NC1)NC1=C(C=C(C=C1)N1CCN(CC1)C)CC)NCCCNC(=O)C1CCC1